C(C)(C)OCCCNCCCCS(=O)(=O)O 4-(3-isopropoxypropylamino)-butanesulfonic acid